(6-((5-(3-(2-methoxyphenyl)-1,2,4-oxadiazol-5-yl)pyrazin-2-yl)oxy)-1-methyl-1H-indol-2-yl)(4-(4-(2,2,2-trifluoroethoxy)benzyl)piperazin-1-yl)methanone COC1=C(C=CC=C1)C1=NOC(=N1)C=1N=CC(=NC1)OC1=CC=C2C=C(N(C2=C1)C)C(=O)N1CCN(CC1)CC1=CC=C(C=C1)OCC(F)(F)F